1-(3-aminopyrrolidine-1-carbonyl)-3,4-diphenyl-benzene tert-butyl-(3S)-3-({7-bromo-2-(ethylsulfanyl)-6-iodo-8-[(1S)-1-phenylethoxy]quinolin-4-yl}oxy)pyrrolidine-1-carboxylate C(C)(C)(C)OC(=O)N1C[C@H](CC1)OC1=CC(=NC2=C(C(=C(C=C12)I)Br)O[C@@H](C)C1=CC=CC=C1)SCC.NC1CN(CC1)C(=O)C1=CC(=C(C=C1)C1=CC=CC=C1)C1=CC=CC=C1